Cl.FC=1C=C(C=C(C1)F)CC=1C=C2C(=NNC2=CC1)NC(C1=C(C=C(C=C1)C1CCNCC1)NC1CCOCC1)=O N-[5-[(3,5-difluorophenyl)methyl]-1H-indazol-3-yl]-4-(4-piperidyl)-2-(tetrahydropyran-4-ylamino)benzamide hydrochloride